N,N-diethyl-N',N'',N''-Tris(5-methylimidazol-4-ylmethyl)-diethylenetriamine C(C)N(CCN(CCN(CC=1N=CNC1C)CC=1N=CNC1C)CC=1N=CNC1C)CC